2-(3-fluoro-2-(4-methyltetrahydro-2H-pyran-4-yl)phenyl)-2-(3-((5-(5,6,7,8-tetrahydro-1,8-naphthyridin-2-yl)pentyl)oxy)azetidin-1-yl)acetic acid FC=1C(=C(C=CC1)C(C(=O)O)N1CC(C1)OCCCCCC1=NC=2NCCCC2C=C1)C1(CCOCC1)C